3-(trifluoromethyl)-1,2-oxazol-5-yl-[methyl]-6,7-dihydro-4H-indazol-4-ol FC(C1=NOC(=C1)C1(C=2C(=NNC2CCC1)C)O)(F)F